benzyl 2-methyl-3-(4,4,5,5-tetramethyl-1,3,2-dioxaborolan-2-yl)-2,5-dihydro-1H-pyrrole-1-carboxylate CC1N(CC=C1B1OC(C(O1)(C)C)(C)C)C(=O)OCC1=CC=CC=C1